C(C)(C)(C)OC(=O)NCCC=1NC2=CC(=C(C=C2C1)C)C(=O)OC methyl 2-(2-((tert-butoxycarbonyl)amino)ethyl)-5-methyl-1H-indole-6-carboxylate